C(#N)C1=NN(C(=C1)C)C 3-cyano-1,5-dimethyl-1H-pyrazole